COC(C1=C(C(=CC(=C1)I)N)N)=O 2,3-diamino-5-iodobenzoic acid methyl ester